OCCOCCCOCC(=O)OC methyl 2-[3-(2-hydroxyethoxy)propoxy]acetate